ClC1=C(CN2C(N([C@@H](C3=CC=C(C=C23)C(=O)NCC2=C(C=C(C=C2F)F)F)C)C)=O)C(=CC=C1)F (R)-1-(2-chloro-6-fluorobenzyl)-3,4-dimethyl-2-oxo-N-(2,4,6-trifluorobenzyl)-1,2,3,4-tetrahydroquinazoline-7-carboxamide